CN1C(C(=C(C(=C1)B1OC(C(O1)(C)C)(C)C)C)C)=O 1,3,4-Trimethyl-5-(4,4,5,5-tetramethyl-[1,3,2]dioxaborolan-2-yl)-1H-pyridin-2-one